N1=CC(=CC=C1)C(CCC)=O 1-3-pyridinyl-1-butanone